isoglutamine N[C@@H](CCC(=O)O)C(N)=O